methyl 1-(2,4-difluorophenyl)-3-(4-fluorophenyl)-5-methyl-4-(5-methylthiophen-2-yl)-4,5-dihydro-1H-pyrazole-5-carboxylate FC1=C(C=CC(=C1)F)N1N=C(C(C1(C(=O)OC)C)C=1SC(=CC1)C)C1=CC=C(C=C1)F